CC1=NC(=CC(=C1)C=1C=C(C=CC1)C=1N=C(SC1)NC(=O)[C@]1(N(CC1)C(=O)C1=CN(C=C1)S(=O)(=O)C)C)C (S)-N-(4-(3-(2,6-dimethylpyridin-4-yl)phenyl)thiazol-2-yl)-2-methyl-1-(1-(methylsulfonyl)-1H-pyrrole-3-carbonyl)azetidine-2-carboxamide